arsenic iron salt [Fe].[As]